tri(2-furyl)vinylsilane O1C(=CC=C1)C(=C(C=1OC=CC1)C=1OC=CC1)[SiH3]